BrC1=CC=C(C=C1)S(=O)(=O)C=1C(N=C(N(C1O)C1=C(C=CC=C1OC)OC)C1=CC=C(C=C1)F)=O 5-((4-bromophenyl)sulfonyl)-1-(2,6-dimethoxyphenyl)-2-(4-fluorophenyl)-6-hydroxypyrimidin-4(1H)-one